ClC=1C=2N(C(=C(C1)C(C)=O)C=1C=NC=CC1)C=NC2C (8-Chloro-1-methyl-5-pyridin-3-ylimidazo[1,5-a]pyridin-6-yl)ethanone